OCC1=CN=C(S1)C=O [5-(hydroxymethyl)thiazol-2-yl]methanone